tert-butyl 1-formyl-3,8-diazabicyclo[3.2.1]octane-8-carboxylate C(=O)C12CNCC(CC1)N2C(=O)OC(C)(C)C